FC1=C(C(=C(C=C1OC)OC)F)N1CC2=CN=C(C=C2C2(C1=O)CC2)C=2C=NC=CC2 2'-(2,6-difluoro-3,5-dimethoxyphenyl)-6'-(pyridin-3-yl)-1'h-spiro[cyclopropane-1,4'-[2,7]naphthyridine]-3'(2'h)-one